3-(1-(3-bromophenyl)-3,3-dimethoxycyclobutyl)-4-ethyl-4H-1,2,4-triazole BrC=1C=C(C=CC1)C1(CC(C1)(OC)OC)C1=NN=CN1CC